CN(C(CNC(C(F)(F)F)(C)C)=O)CC(NC=1SC2=C(N1)C=CC(=C2)OC(F)(F)F)=O N-methyl-N-(2-oxo-2-((6-(trifluoromethoxy)benzo[d]thiazol-2-yl)amino)ethyl)-2-((1,1,1-trifluoro-2-methylpropan-2-yl)amino)acetamide